N1=C(N=CC=2CCC3=C(C12)C=CC=C3)SCC(C(C)(C)C)=O 1-((5,6-dihydrobenzo[h]quinazolin-2-yl)thio)-3,3-dimethylbutan-2-one